FC(OC1=C(C(=NN1C)C(F)(F)F)CSC1=NOC(C1)(C)C)F 3-[[5-(difluoromethoxy)-1-methyl-3-(trifluoromethyl)pyrazol-4-yl]methylsulphanyl]-5,5-dimethyl-4H-1,2-oxazole